{3-[(3S,4S)-4-amino-3-methyl-2-oxa-8-azaspiro[4.5]decan-8-yl]-6-(5-chloroquinoxalin-6-yl)pyrazin-2-yl}methanol N[C@@H]1[C@@H](OCC12CCN(CC2)C=2C(=NC(=CN2)C=2C(=C1N=CC=NC1=CC2)Cl)CO)C